3-(2-chloro-3-(ethylsulfonamido)benzyl)-6-fluoro-2-oxo-4-(piperazin-1-ylmethyl)-2H-chromen-7-yl dimethylcarbamate CN(C(OC1=C(C=C2C(=C(C(OC2=C1)=O)CC1=C(C(=CC=C1)NS(=O)(=O)CC)Cl)CN1CCNCC1)F)=O)C